N-(3-fluoro-4-{[7-methoxy-6-(2-morpholinoacetamido)quinolin-4-yl]oxy}phenyl)-5-(4-fluorophenyl)-6-oxo-2,3,5,6-tetrahydrofuro[3,2-c]pyridine-7-carboxamide FC=1C=C(C=CC1OC1=CC=NC2=CC(=C(C=C12)NC(CN1CCOCC1)=O)OC)NC(=O)C1=C2C(=CN(C1=O)C1=CC=C(C=C1)F)CCO2